CC=1C(=NC(=NC1)NC1CCC(CC1)N)C1=CN=C2N1C=C(C=C2)C=2C=NC=NC2 (1r,4r)-N1-(5-Methyl-4-(6-(pyrimidin-5-yl)imidazo[1,2-a]pyridin-3-yl)pyrimidin-2-yl)cyclohexane-1,4-diamine